COC(=O)[C@@H]1C[C@H](CCC1)OC1=CC=C(C=C1)C=1N=NN(C1CNCC=CC1=CC=CC=C1)C |r| (+/-)-(1S,3S)-3-(4-(5-(cinnamylaminomethyl)-1-methyl-1H-1,2,3-triazol-4-yl)phenoxy)cyclohexane-1-carboxylic acid methyl ester